N(=C=S)C(CNC(CC)=O)C1=CC(=CC=C1)C(F)(F)F N-{2-isothiocyanato-2-[3-(trifluoromethyl)phenyl]ethyl}propionamide